methyl (4-(3-amino-7-(3-amino-3-methylbut-1-yn-1-yl)-1H-indazol-5-yl)pyridin-2-yl)carbamate NC1=NNC2=C(C=C(C=C12)C1=CC(=NC=C1)NC(OC)=O)C#CC(C)(C)N